N1=CC=C(C=C1)C1=NN=C2N1CCNC2 3-(pyridin-4-yl)-5,6,7,8-tetrahydro-[1,2,4]triazolo[4,3-a]pyrazine